2-(3,9-diazabicyclo[3.3.1]nonan-3-yl)-5-(methyl-sulfinyl)-7-(thiazol-2-yl)benzo[d]oxazole C12CN(CC(CCC1)N2)C=2OC1=C(N2)C=C(C=C1C=1SC=CN1)S(=O)C